CC1(CN(CCN1CC1CCNCC1)C(=O)OC(C)(C)C)C tert-butyl 3,3-dimethyl-4-(piperidin-4-ylmethyl)piperazine-1-carboxylate